N1N2C(CNC1)=CCC(=C2)C(=O)N 2,3,4,6-tetrahydro-1H-pyrido[2,1-f][1,2,4]Triazine-7-carboxamide